ClC=1C(=C(C=C(C1CC1=C(C(=C(C=C1)O)C(C)C)F)Cl)CCC(=O)NC)F 3-(3,5-dichloro-2-fluoro-4-(2-fluoro-4-hydroxy-3-isopropylbenzyl)phenyl)-N-methylpropanamide